C(C1=CC=CC=C1)O[C@H]1[C@@H](O[C@@H]([C@H]1O)CO)N1C=NC=2C(=O)NC(N)=NC12 2'-O-benzyl-guanosine